C(#N)[C@@]1(COCC2=CC=C(C=C12)C(=O)NCC1=NC=CC(=C1)OCC1=CC(=CC=C1)C#N)C (R)-4-Cyano-N-((4-((3-cyanobenzyl)oxy)pyridin-2-yl)methyl)-4-methylisochromane-6-carboxamide